C(C(C)C)N1CC(CC1)C1=CC=C(C(=O)NC=2C=NC(=C(C2)NC2=NC=CC(=N2)C=2C=NC=CC2)C)C=C1 4-(1-Isobutyl-pyrrolidin-3-yl)-N-[6-methyl-5-(4-pyridin-3-yl-pyrimidin-2-ylamino)-pyridin-3-yl]-benzamide